tert-butyl N-[2-[5-[tert-butyl(dimethyl)silyl]oxy-6,6,6-trideuterio-5-(trideuteriomethyl)hex-1-ynyl]-5-methoxy-4-pyridyl]carbamate [Si](C)(C)(C(C)(C)C)OC(CCC#CC1=NC=C(C(=C1)NC(OC(C)(C)C)=O)OC)(C([2H])([2H])[2H])C([2H])([2H])[2H]